Ethyl (E)-3-(4-methoxy-3-(2-((tetrahydro-2H-pyran-2-yl)oxy)ethoxy)phenyl)acrylate COC1=C(C=C(C=C1)/C=C/C(=O)OCC)OCCOC1OCCCC1